(S)-9-(2-Cyclopentyl-2-oxoethyl)-2-((R)-3-methylmorpholin-4-yl)-8-trifluoromethyl-6,7,8,9-tetrahydro-pyrimido[1,2-a]-pyrimidin-4-one C1(CCCC1)C(CN1[C@@H](CCN2C1=NC(=CC2=O)N2[C@@H](COCC2)C)C(F)(F)F)=O